7-(pyridine-2-yl)hept-6-ene-1-one N1=C(C=CC=C1)C=CCCCCC=O